(S)-2-[7-chloro-2-(3,4,5,6-tetrahydro-2H-pyran-4-ylmethyl)-1,2,3,4-tetrahydroisoquinolin-5-yl]tetrahydropyrrole-1-carboxylic acid tert-butyl ester C(C)(C)(C)OC(=O)N1[C@@H](CCC1)C1=C2CCN(CC2=CC(=C1)Cl)CC1CCOCC1